cyano-4-(cyclobutylmethyl)-2-methylbenzoic acid methyl ester COC(C1=C(C(=C(C=C1)CC1CCC1)C#N)C)=O